(2-bromo-6-(1-methyl-5-(((tetrahydro-2H-pyran-2-yl) oxy) methyl)-1H-1,2,3-triazol-4-yl) pyridin-3-yloxy) cyclohexane-1-carboxylate C1(CCCCC1)C(=O)OOC=1C(=NC(=CC1)C=1N=NN(C1COC1OCCCC1)C)Br